4-bromo-6-methoxybenzo[d]thiazol-2-ylcarbamic acid tert-butyl ester C(C)(C)(C)OC(NC=1SC2=C(N1)C(=CC(=C2)OC)Br)=O